ClC1=CC=C(OCC(CO)O)C=C1 3-(p-Chlorophenoxy)-propane-1,2-diol